di-tert-butyl-(cyclopenta-1,4-dien-1-yl)phosphine C(C)(C)(C)P(C1=CCC=C1)C(C)(C)C